OC=1C(=CC2=CC(=C(C=C2C1)O)S(=O)(=O)O)S(=O)(=O)O 3,6-dihydroxynaphthalene-2,7-disulfonic acid